C(=O)C=1C=C(C=2N(C1)C=CN2)C(=O)OC methyl 6-formylimidazo[1,2-a]pyridine-8-carboxylate